Cl.ClC1=C(NC2=C(C(=C(C(=C12)C=1CNCCC1)F)F)C(=O)N)C 3-chloro-5,6-difluoro-2-methyl-4-(1,2,5,6-tetrahydropyridin-3-yl)-1H-indole-7-carboxamide Hydrochloride salt